ethoxy-3-methyl-phenol C(C)OC1=C(C=CC=C1C)O